ClC1=CC(=C(C=C1OC)NC(=O)C1=CC2=CC=CC=C2C=C1O)OC N-(4-chloro-2,5-Dimethoxyphenyl)-3-hydroxyl-2-naphthylcarboxamide